6-((4-(difluoromethyl)-6-((3,4-dimethylbenzyl)amino)pyridin-2-yl)amino)-4-(((1R,2S)-2-fluorocyclopropyl)amino)-N-methylnicotinamide FC(C1=CC(=NC(=C1)NCC1=CC(=C(C=C1)C)C)NC1=NC=C(C(=O)NC)C(=C1)N[C@H]1[C@H](C1)F)F